2-(2-(2-((2-(2,6-dioxopiperidin-3-yl)-1,3-dioxoisoindolin-4-yl)amino)ethoxy)ethoxy)ethyl methanesulfonate CS(=O)(=O)OCCOCCOCCNC1=C2C(N(C(C2=CC=C1)=O)C1C(NC(CC1)=O)=O)=O